ClC1=C(C(=CC(=C1)F)Cl)C=1C=CC(=C2CCCOC12)C[C@@H](C(=O)OC)NC(C1=C(C=C(C=C1F)N1[C@H](COCC1)C(F)(F)F)F)=O methyl (S)-3-(8-(2,6-dichloro-4-fluorophenyl)chroman-5-yl)-2-(2,6-difluoro-4-((R)-3-(trifluoromethyl)morpholino)benzamido)propanoate